N1(CCCC2=NC=CC=C12)C1=NNC2=NC(=CN=C21)C2CCC1(CC3=CC=CC=C3C1NC(OC(C)(C)C)=O)CC2 Tert-butyl N-[(1s,4s)-4-[3-(1,2,3,4-tetrahydro-1,5-naphthyridin-1-yl)-1H-pyrazolo[3,4-b]pyrazin-6-yl]-1',3'-dihydrospiro[cyclohexane-1,2'-inden]-3'-yl]carbamate